C(C=C)(=O)N1[C@@H](CCCC1)C=1N(C(=C(N1)C1=CC=C(C=C1)C(NC1=NC=CC(=C1)I)=O)C(=O)N)N (S)-2-(1-acryloylpiperidin-2-yl)-1-amino-4-(4-((4-iodopyridin-2-yl)carbamoyl)phenyl)-1H-imidazole-5-carboxamide